(E)-3-(2-(4-acetamidopiperidine-1-carbonyl)phenyl)-N-hydroxyacrylamide C(C)(=O)NC1CCN(CC1)C(=O)C1=C(C=CC=C1)/C=C/C(=O)NO